FC(C#N)CCCCCCCC 2-fluorodecanonitrile